4,4,4-trifluoro-1-nitro-butan-2-ol FC(CC(C[N+](=O)[O-])O)(F)F